ClC1=CC=C(C=C1)[C@]1(CC[C@H]2N(CCN(C2)C(=O)C=2C(=C(C=CC2)B(O)O)Cl)C1)O [3-[(7S,9aR)-7-(4-chlorophenyl)-7-hydroxy-3,4,6,8,9,9a-hexahydro-1H-pyrido[1,2-a]pyrazine-2-carbonyl]-2-chloro-phenyl]boronic acid